6-bromo-3-isopropyl-8-methoxyimidazo[1,2-a]pyrazine BrC=1N=C(C=2N(C1)C(=CN2)C(C)C)OC